Cl.Cl.C(C)[C@H]1CN(CCN1)C=1N=NC(=CN1)C1=C(C=C(C=C1)N1N=CC=N1)O 2-{3-[(3S)-3-ethylpiperazin-1-yl]-1,2,4-triazin-6-yl}-5-(2H-1,2,3-triazol-2-yl)phenol dihydrochloride